1,2-di(hexadecylphosphino)propane C(CCCCCCCCCCCCCCC)PCC(C)PCCCCCCCCCCCCCCCC